(2S,3R)-tert-butyl 3-(azidomethyl)-2-((benzyloxycarbonyl)(methyl)amino)-6-(4,4,5,5-tetramethyl-1,3,2-dioxaborolan-2-yl)hexanoate N(=[N+]=[N-])C[C@H]([C@@H](C(=O)OC(C)(C)C)N(C)C(=O)OCC1=CC=CC=C1)CCCB1OC(C(O1)(C)C)(C)C